CC1=CC=CC(=N1)C1=NC=CC(=N1)NC1=NC(=NC=C1)NC1=CC=C(S1)C(=O)O 5-[[4-[[2-(6-methyl-2-pyridyl)pyrimidin-4-yl]amino]pyrimidin-2-yl]amino]thiophene-2-carboxylic acid